5-geranyloxy-7-methoxycoumarin 6-Aminoallyl-2'-deoxycytidine-5'-Triphosphate P(O)(=O)(OP(=O)(O)OP(=O)(O)O)OC[C@@H]1[C@H](C[C@@H](O1)N1C(=O)N=C(N)C=C1CC=CN)O.C(\C=C(/C)\CCC=C(C)C)OC1=C2C=CC(OC2=CC(=C1)OC)=O